OC=1C=C(C2=C(OC(OC2=O)(C2=CC=CC=C2)CC(C)=O)C1C1=C(C=CC(=C1)C)C(=C)C)CCC 7-hydroxy-8-(5-methyl-2-(prop-1-en-2-yl)phenyl)-2-(2-oxopropyl)-2-phenyl-5-propyl-4H-benzo[d][1,3]dioxin-4-one